(S)-(5-(7-fluoro-6-(3-methylmorpholino)-1H-imidazo[4,5-c]pyridin-2-yl)-1H-pyrrol-3-yl)(2-(trifluoromethyl)phenyl)methanone FC=1C2=C(C=NC1N1[C@H](COCC1)C)N=C(N2)C2=CC(=CN2)C(=O)C2=C(C=CC=C2)C(F)(F)F